1,1-difluoro-4-(3-methylsulfanyl-1,2,4-triazin-5-yl)-1,4-thiazinan FS1(CCN(CC1)C=1N=C(N=NC1)SC)F